N[C@@H](C(=O)N)CCC=1N=NN(C1)C(CO)(COCC(CO)CO)COCC(CO)CO (R)-2-amino-4-(1-(1-hydroxy-3-(3-hydroxy-2-(hydroxymethyl)propoxy)-2-((3-hydroxy-2-(hydroxymethyl)propoxy)methyl)propan-2-yl)-1H-1,2,3-triazol-4-yl)butanamide